C1(CC1)C(=O)N1CC2=NC(=C(C=C2C1)C)N1CCC(CC1)OC=1C=NC(=CC1)OC cyclopropyl(2-(4-((6-methoxypyridin-3-yl)oxy)piperidin-1-yl)-3-methyl-5,7-dihydro-6H-pyrrolo[3,4-b]pyridin-6-yl)methanone